FC1=C(C=CC(=C1C1=CC2=C(N=C(N=C2)NC)N2C1=NCC2)C)NC(OC(C)(C)C)=O tert-butyl (2-fluoro-4-methyl-3-(2-(methylamino)-8,9-dihydroimidazo[1',2':1,6]pyrido[2,3-d]pyrimidin-6-yl)phenyl)carbamate